(1S,3S,4S,5R,6R)-6-(cyclopropylmethyl)-5-[(phenoxythiocarbonyl)oxy]-2-azabicyclo[2.2.2]octane-2,3-dicarboxylic acid 3-benzyl ester 2-tert-butyl ester C(C)(C)(C)OC(=O)N1[C@@H]2[C@H]([C@H]([C@H]([C@H]1C(=O)OCC1=CC=CC=C1)CC2)OC(=S)OC2=CC=CC=C2)CC2CC2